CC1(OC2=C(C1)C=C(C(=C2)OCC2N(CCC2)C(=O)OC(C)(C)C)NC(=O)C=2C=NN1C2N=CC=C1)C tert-Butyl 2-(((2,2-dimethyl-5-(pyrazolo[1,5-a]pyrimidine-3-carboxamido)-2,3-dihydrobenzofuran-6-yl)oxy)methyl)pyrrolidine-1-carboxylate